FC=1C=CC(=NC1)NC1=CC2=C(C=N1)C(NN2C2=CC=C(C=C2)OC(F)(F)F)=O 6-((5-fluoropyridin-2-yl)amino)-1-(4-(trifluoromethoxy)phenyl)-1,2-dihydro-3H-pyrazolo[4,3-c]pyridin-3-one